2-amino-5-(2-hydroxyethyl)benzonitrile NC1=C(C#N)C=C(C=C1)CCO